ClC=1C=C(C(=C(C1)N1C(C2=C(N=C(N=C2)C)CC1)=O)C)CN1CC(N(CC1)C=1OCC(N1)(C)C)C 6-(5-chloro-3-((4-(4,4-dimethyl-4,5-dihydro-oxazol-2-yl)-3-methylpiperazin-1-yl)methyl)-2-methylphenyl)-2-methyl-7,8-dihydropyrido[4,3-d]pyrimidin-5(6H)-one